O=C1NC(CCC1C1=NN(C2=C(C=CC=C12)OCC(=O)NC1=CC(=NN1)C)C)=O 2-((3-(2,6-Dioxopiperidin-3-yl)-1-methyl-1H-indazol-7-yl)oxy)-N-(3-methyl-1H-pyrazol-5-yl)acetamide